3-Methyl-3-oxetanmethanol CC1(COC1)CO